O=C1N(CC=2C1=CC=1CNCC1C2)C2CNCCC2 3-(1-oxo-3,5,6,7-tetrahydropyrrolo[3,4-f]isoindol-2(1H)-yl)piperidine